ClCC(=O)NCC(=O)C1=C(C(=CC=C1)OC)Cl 2-Chloro-N-[2-(2-chloro-3-methoxyphenyl)-2-oxoethyl]acetamide